p-nitrophenyl phosphonate P(OC1=CC=C(C=C1)[N+](=O)[O-])([O-])=O